methyl 3-(9-((4-(((tert-butoxycarbonyl)amino)methyl)-2-methylphenyl)carbamoyl)-4,5-dihydrobenzo[b]thieno[2,3-d]oxepin-8-yl)-6-(isopropylcarbamoyl)picolinate C(C)(C)(C)OC(=O)NCC1=CC(=C(C=C1)NC(=O)C1=CC2=C(OCCC3=C2SC=C3)C=C1C=1C(=NC(=CC1)C(NC(C)C)=O)C(=O)OC)C